C1(=C(C=CC=C1)N(C1=CC=C(C=CC2=CC=C(C=C2)C=CC2=CC=C(C=C2)N(C2=C(C=CC=C2)C)C2=C(C=CC=C2)C)C=C1)C1=C(C=CC=C1)C)C 1,4-bis[4-(di-tolylamino)styryl]benzene